C(C1=CC=CC=C1)C1(CN(CC1)C(=O)C1=CN=NC=C1)C=1C=C2C=NN(C2=CC1C)C=1C=CC(N(C1)C)=O 5-(5-(3-benzyl-1-(pyridazine-4-carbonyl)pyrrolidin-3-yl)-6-methyl-1H-indazol-1-yl)-1-methylpyridin-2(1H)-one